silyl-(2-methyl-4-tert-butylinden-1-yl)hafnium [SiH3][Hf]C1C(=CC2=C(C=CC=C12)C(C)(C)C)C